NCCCCNC(OCC1=CC=CC=C1)=O benzyl (4-aminobutyl)carbamate